Dimethyl (2-oxopropyl)phosphonate O=C(CP(OC)(OC)=O)C